1,6-hexanediol bis(mercaptoacetate) SCC(=O)OCCCCCCOC(CS)=O